C(C)(C)(C)OC(=O)N[C@@H](CCC(=O)O)C(=O)O N-(t-butoxycarbonyl)-glutamic acid